C(#N)C1CN(C1)C=1C=C2C(=CN(C(C2=CC1)=O)C1CC1)N(C=1SC(=C(N1)C1=CC=C(C=C1)F)C#N)C 2-((6-(3-cyanoazetidin-1-yl)-2-cyclopropyl-1-oxo-1,2-dihydroisoquinolin-4-yl)(methyl)amino)-4-(4-fluorophenyl)thiazole-5-carbonitrile